FC1(CC(CCC1)N1C=C(C2=C1N=CN=C2N2[C@H](CN(CC2)C(=O)OC(C)(C)C)C)N2C(CCC2)=O)F tert-Butyl (3S)-4-(7-(3,3-difluorocyclohexyl)-5-(2-oxopyrrolidin-1-yl)-7H-pyrrolo[2,3-d]pyrimidin-4-yl)-3-methylpiperazine-1-carboxylate